C(C1=CC=CC=C1)OC=1C(=C2C=C(N(C2=CC1)C1=CC(=C(C=C1)F)C)C(C)C)F 5-benzyloxy-4-fluoro-1-(4-fluoro-3-methyl-phenyl)-2-isopropyl-indole